OCCCCCCOC1=CC=C(C=C1)C#CC1=CC=C(C(=O)OC2=C(C(=O)OCCCC)C=C(C=C2)OC(C2=CC=C(C=C2)C#CC2=CC=C(C=C2)OCCCCCCO)=O)C=C1 butyl 2,5-bis[[4-[2-[4-(6-hydroxyhexoxy)phenyl]ethynyl]-benzoyl]oxy]benzoate